O1CCC(CC1)CC1=CC(=NN1)N 5-(tetrahydropyran-4-ylmethyl)-1H-pyrazol-3-amine